ethyl-6'-(bis(4-methoxybenzyl)amino)-6-chloro-3-fluoro-4'-methyl-4-(3-(2,2,2-trichloroacetyl)ureido)-3'-(trifluoromethyl)-[2,2'-bipyridyl]-5-carboxylate C(C)OC(=O)C=1C(=C(C(=NC1Cl)C1=NC(=CC(=C1C(F)(F)F)C)N(CC1=CC=C(C=C1)OC)CC1=CC=C(C=C1)OC)F)NC(=O)NC(C(Cl)(Cl)Cl)=O